CC1=NC(=NC(=C1)C)N1C[C@@H]2[C@H](C1)CN(C2)C(=O)C=2C(=NN1N=CC=CC12)C1=CC=CC=C1 ((3aR,6aS)-5-(4,6-dimethylpyrimidin-2-yl)hexahydropyrrolo[3,4-c]pyrrol-2(1H)-yl)(2-phenylpyrazolo[1,5-b]pyridazin-3-yl)methanone